ClC=1SC(=CN1)CCl chloro-5-chloromethyl-thiazole